N-((S,E)-1-cyclopropyl-3-(methylsulfonyl)allyl)-2-((1r,3S)-3-methylcyclobutyl)-4-phenoxypyrimidine-5-carboxamide C1(CC1)[C@@H](\C=C\S(=O)(=O)C)NC(=O)C=1C(=NC(=NC1)C1CC(C1)C)OC1=CC=CC=C1